CC1([C@]23[C@@H](N(S(C2)(=O)=O)C([C@@H]([C@@H](CCCCCC)O[C@H](CNC(OCC2=CC=CC=C2)=O)C)C)=O)C[C@@H]1CC3)C benzyl ((S)-2-(((2R,3R)-1-((3aR,6S,7aS)-8,8-dimethyl-2,2-dioxidotetrahydro-3H-3a,6-methanobenzo[c]isothiazol-1(4H)-yl)-2-methyl-1-oxononan-3-yl)oxy)propyl)carbamate